N-((1S,2S)-2-(3-((2-((3S,4R)-3-fluoro-4-methoxypiperidin-1-yl)pyrimidin-4-yl)amino)-8-(3-((methylsulfonyl)methyl)azetidin-1-yl)isoquinolin-5-yl)cyclopropyl)acrylamide F[C@H]1CN(CC[C@H]1OC)C1=NC=CC(=N1)NC=1N=CC2=C(C=CC(=C2C1)[C@H]1[C@H](C1)NC(C=C)=O)N1CC(C1)CS(=O)(=O)C